4-(5-Methylfuran-2-yl)-8-((6-propylpyridin-2-yl)methyl)pyrazolo[1,5-a][1,3,5]triazin-2-amine CC1=CC=C(O1)C1=NC(=NC=2N1N=CC2CC2=NC(=CC=C2)CCC)N